COC(=O)C=1C=2N(C(=CC1Cl)C(CC1=CC=CC=C1)(C(=O)OCC)C(=O)OCC)N=CN2 5-[1,1-bis(ethoxycarbonyl)-2-phenylethyl]-7-chloro-[1,2,4]triazolo[1,5-a]pyridine-8-carboxylic acid methyl ester